2-(3-formyl-2,5-dimethyl-1H-pyrrol-1-yl)-5-(pyridin-2-yl)thiophene-3-carbonitrile C(=O)C1=C(N(C(=C1)C)C=1SC(=CC1C#N)C1=NC=CC=C1)C